1-((1R,5S)-6-(7-(8-chloro-7-fluoronaphthalen-1-yl)-8-fluoro-2-((tetrahydro-1H-pyrrolizin-7a(5H)-yl)methoxy)quinazolin-4-yl)-2,6-diazabicyclo[3.2.0]hept-2-yl)prop-2-en-1-one ClC=1C(=CC=C2C=CC=C(C12)C1=CC=C2C(=NC(=NC2=C1F)OCC12CCCN2CCC1)N1[C@H]2CCN([C@@H]2C1)C(C=C)=O)F